1,3-dihydro-α-methyl-1,3-dioxo-2H-isoindole-2-acetic acid CC(C(=O)O)N1C(C2=CC=CC=C2C1=O)=O